N(=[N+]=[N-])CC1=CC=C(C=C1)C1=C(C=CC=C1)C1=NN=NN1 5-[4'-(azidomethyl)-[1,1'-biphenyl]-2-yl]-1H-tetrazole